C=1(C(=C(C2=CC=C3C=CC=C4C=CC1C2=C34)S(=O)(=O)[O-])S(=O)(=O)[O-])S(=O)(=O)[O-] Pyrenetrisulfonate